CC1=CC=CC(=N1)C1=NNC=C1C=1N=C2C=C(C=NC2=CC1)NCC1CNCCC1 6-[3-(6-methyl-2-pyridyl)-1H-pyrazol-4-yl]-N-(3-piperidylmethyl)-1,5-naphthyridin-3-amine